1,5-Dimethyl-3-ethyl-4-hydroxypyrazol CN1N=C(C(=C1C)O)CC